[Mn](=O)([O-])[O-].[Ni+2].[Li+] lithium nickel manganite